CN(C)\C=N/C1=NC=CC2=C1N(C(N2[C@H]2CN(C[C@@H](C2)OC(C2=CC=C(C=C2)[N+](=O)[O-])=O)C(=O)OC(C)(C)C)=O)C2=CC=C(C=C2)OC2=CC=CC=C2 tert-butyl (3R,5R)-3-[4-[(Z)-dimethylaminomethyleneamino]-2-oxo-3-(4-phenoxyphenyl)imidazo[4,5-c]pyridin-1-yl]-5-(4-nitrobenzoyl)oxy-piperidine-1-carboxylate